2-[3-[(3,4-dihydro-3-methyl-1(2H)-quinolinyl)carbonyl]phenyl]-4-methyl-3-isothiazolidinone 1,1-dioxide CC1CN(C2=CC=CC=C2C1)C(=O)C=1C=C(C=CC1)N1S(CC(C1=O)C)(=O)=O